1-((1S,4S)-5-(4-(3-chloro-4-(cyclopropylmethoxy)phenoxy)pyrido[3,2-d]pyrimidin-6-yl)-2,5-diazabicyclo[2.2.1]heptan-2-yl)prop-2-en-1-one ClC=1C=C(OC=2C3=C(N=CN2)C=CC(=N3)N3[C@@H]2CN([C@H](C3)C2)C(C=C)=O)C=CC1OCC1CC1